(S)-2-(3-bromophenyl)propionic acid BrC=1C=C(C=CC1)[C@@H](C(=O)O)C